acryloxyethyl methyl phosphate P(=O)(OCCOC(C=C)=O)(OC)[O-]